[N+](=O)([O-])C=1C=C(C=CC1)C=C(C)[N+](=O)[O-] 1-(3-nitrophenyl)-2-nitropropene